FC1=CC(=C(OC=2C(=NC=NC2)N2CC3(C2)CCN(CC3)C(=O)OC(C)(C)C)C=C1)C(N(C(C)C)C1CC(C1)F)=O tert-butyl 2-(5-(4-fluoro-2-(((1r,3r)-3-fluorocyclobutyl) (isopropyl) carbamoyl) phenoxy) pyrimidin-4-yl)-2,7-diazaspiro[3.5]nonane-7-carboxylate